C(C)(C)(C)OC(N[C@@H]1CN(CC1)C1=C(C=CC=2N(C(=NC21)C2=C(C=NC=C2)F)C)N)=O N-[(3S)-1-[5-amino-2-(3-fluoropyridin-4-yl)-1-methyl-1,3-benzodiazol-4-yl]pyrrolidin-3-yl]carbamic acid tert-butyl ester